ClC1=C(C=C(C=C1)F)C1N(C(C=2C1=C(SC2)[N+](=O)[O-])=O)CC2=CC=C(C=C2)OC 6-(2-Chloro-5-fluorophenyl)-5-(4-methoxybenzyl)-1-nitro-5,6-dihydro-4H-thieno[3,4-c]pyrrol-4-one